tert-butyl (3R)-3-[(1S)-2-tert-butoxy-1-[[3-[(2-chloroacetyl)amino]phenyl]methyl]-2-oxo-ethyl]pyrrolidine-1-carboxylate C(C)(C)(C)OC([C@@H](CC1=CC(=CC=C1)NC(CCl)=O)[C@@H]1CN(CC1)C(=O)OC(C)(C)C)=O